FC1=C(CC2=NC3=C(N2CCOC)C=C(C=C3)C(=O)[O-])C=CC(=C1)C1=NC(=CC=C1)OCC1=C(C=C(C=C1)COC)F 2-(2-fluoro-4-(6-((2-fluoro-4-(methoxymethyl) benzyl) oxy) pyridin-2-yl) benzyl)-1-(2-methoxyethyl)-1H-benzo[d]imidazole-6-carboxylate